methylenebis(6-tert-butyl-4-ethylphenol) C(C1=C(C(=CC(=C1)CC)C(C)(C)C)O)C1=C(C(=CC(=C1)CC)C(C)(C)C)O